2-(4-fluorophenyl)-3-phenylpropionitrile FC1=CC=C(C=C1)C(C#N)CC1=CC=CC=C1